N-(3-methoxyphenyl)-9-(methyl-(7H-pyrrolo[2,3-d]pyrimidin-4-yl)amino)-3-azaspiro[5.5]undecane-3-carboxamide COC=1C=C(C=CC1)NC(=O)N1CCC2(CC1)CCC(CC2)N(C=2C1=C(N=CN2)NC=C1)C